4,4'-(3-azido-4-bromobut-1-ene-1,1-diyl)bis(fluorobenzene) N(=[N+]=[N-])C(C=C(C1=CC=C(C=C1)F)C1=CC=C(C=C1)F)CBr